O1CCCC2=CC(=CC=C12)C=1C(=NC(=CN1)CCCOC)N1CCC(CC1)C(=O)O 1-(3-(chroman-6-yl)-6-(3-methoxypropyl)pyrazin-2-yl)piperidine-4-carboxylic acid